N-cyclopropyl-2-(difluoromethoxy)-6-methoxy-4-(7-tetrahydropyran-4-ylimidazo[1,2-c]pyrimidin-3-yl)benzamide C1(CC1)NC(C1=C(C=C(C=C1OC)C1=CN=C2N1C=NC(=C2)C2CCOCC2)OC(F)F)=O